C(C)(C)(C)C1=CC(=C(C=C1)C=1N(C(C(N1)C1=CC=C(C=C1)Cl)C1=CC=C(C=C1)Cl)C(=O)N1CCN(CC1)CCC#CC1=C2CN(C(C2=CC=C1)=O)C1C(NC(CC1)=O)=O)OCC 3-(4-(4-(4-(2-(4-(tert-butyl)-2-ethoxyphenyl)-4,5-bis(4-chlorophenyl)-4,5-dihydro-1H-imidazole-1-carbonyl)piperazin-1-yl)but-1-yn-1-yl)-1-oxoisoindolin-2-yl)piperidine-2,6-dione